Di-tert-butyl (4-chloro-7H-pyrrolo[2,3-d]pyrimidine-2-yl)-imidodicarbonate ClC=1C2=C(N=C(N1)N(C(=O)OC(C)(C)C)C(=O)OC(C)(C)C)NC=C2